N[C@H]1C[C@@H](CC1)OC1=C(C(=CC(=C1)C)F)C1=CC(=NN1)NC=1N=CC(=NC1)C#N 5-((5-(2-(((1R,3R)-3-aminocyclopentyl)oxy)-6-fluoro-4-methylphenyl)-1H-pyrazol-3-yl)amino)pyrazine-2-carbonitrile